1-(3,4-difluorobenzyl)guanidine hydrochloride Cl.FC=1C=C(CNC(=N)N)C=CC1F